{1-[6-chloro-3-(3,5-difluoro-phenyl)-quinolin-4-yl]-piperidin-4-yl}-carbamic acid tert-butyl ester C(C)(C)(C)OC(NC1CCN(CC1)C1=C(C=NC2=CC=C(C=C12)Cl)C1=CC(=CC(=C1)F)F)=O